N-[2-amino-5-(4-fluorophenyl)phenyl]-4-[[5-(2-methoxyethoxymethyl)-3-pyridyl]sulfonimidoyl]benzamide NC1=C(C=C(C=C1)C1=CC=C(C=C1)F)NC(C1=CC=C(C=C1)S(=O)(=N)C=1C=NC=C(C1)COCCOC)=O